C1(CCC1)OC1=C(N=CC=2N1N=C(N2)NC2CCN(CC2)S(=O)(=O)C)C=2C=NNC2 5-Cyclobutoxy-N-(1-(methylsulfonyl)piperidin-4-yl)-6-(1H-pyrazol-4-yl)-[1,2,4]triazolo[1,5-a]pyrazin-2-amine